3-(5-(methylsulfonylaminomethyl)pyridin-3-yl)-3-(5-(2-(5,6,7,8-tetrahydro-1,8-naphthyridin-2-yl)ethoxy)-1H-indazol-1-yl)propanoic acid CS(=O)(=O)NCC=1C=C(C=NC1)C(CC(=O)O)N1N=CC2=CC(=CC=C12)OCCC1=NC=2NCCCC2C=C1